FC(C(F)(F)F)(CCCCCCCCCCCCCCCCCCCCC)F pentafluorotricosane